2-methoxy-2-methylpropyl ((4-nitrophenoxy)(phenoxy)phosphoryl)-L-alaninate [N+](=O)([O-])C1=CC=C(OP(=O)(OC2=CC=CC=C2)N[C@@H](C)C(=O)OCC(C)(C)OC)C=C1